6-chloro-4-{4-[(3-fluoro-2-methoxyphenyl)methyl]piperazin-1-yl}-1-methyl-2-oxo-1,2-dihydro-1,5-naphthyridine-3-carbonitrile ClC=1N=C2C(=C(C(N(C2=CC1)C)=O)C#N)N1CCN(CC1)CC1=C(C(=CC=C1)F)OC